2-[2-[4-fluoro-2-(5-methyl-1-pyridin-2-ylpyrazol-4-yl)oxyphenyl]pyrimidin-5-yl]ethanamine FC1=CC(=C(C=C1)C1=NC=C(C=N1)CCN)OC=1C=NN(C1C)C1=NC=CC=C1